tert-butyl 8-fluoro-2,2-dioxo-6-(4,4,5,5-tetramethyl-1,3,2-dioxaborolan-2-yl)-2H-1,2λ6,3-benzoxathiazine-3(4H)-carboxylate FC1=CC(=CC=2CN(S(OC21)(=O)=O)C(=O)OC(C)(C)C)B2OC(C(O2)(C)C)(C)C